OC[C@@H]1CN(C[C@H]1NC1=NC=C(C=2C1=NC=CN2)C2=CC=C(C=C2)C(F)(F)F)C(C=C)=O 1-((3R,4S)-3-(hydroxymethyl)-4-((8-(4-(trifluoromethyl)phenyl)pyrido[3,4-b]pyrazin-5-yl)amino)pyrrolidin-1-yl)prop-2-en-1-one